C(CCC)C(C(=O)N)OC1=C(C(=C(C=C1)C(C(CC)=C)=O)Cl)Cl butyl-2-(2,3-dichloro-4-(2-methylenebutanoyl)phenoxy)acetamide